C1(CCCCC1)CNC=1SC(=C(N1)C)C=1C=CC(=C(C1)S(=O)(=O)NC1CNCCC1)OC 5-[2-(cyclohexylmethylamino)-4-methyl-thiazol-5-yl]-2-methoxy-N-(3-piperidyl)benzenesulfonamide